(5-{5-[5-Fluoro-6-(2-methoxy-ethoxy)-1H-indazol-3-yl]-isoxazol-3-yl}-pyridin-2-yl)-((R)-2-hydroxymethyl-pyrrolidin-1-yl)-methanone FC=1C=C2C(=NNC2=CC1OCCOC)C1=CC(=NO1)C=1C=CC(=NC1)C(=O)N1[C@H](CCC1)CO